CC1=CC=C(C=C1)S(=O)(=O)[O-].C(C)[N+](C)(CC)CCOC(C(=C)C)=O N,N-diethyl-N-methyl-2-(methacryloyloxy)ethyl-ammonium para-toluenesulfonate